2-[2-[(4-fluorophenoxy)methyl]imidazo[1,2-a]pyrimidin-6-yl]-4-methyl-aniline FC1=CC=C(OCC=2N=C3N(C=C(C=N3)C3=C(N)C=CC(=C3)C)C2)C=C1